C(CC1=CC=CC=C1)OC=CC 1-phenethoxyprop-1-en